COC([C@@H](NC(CC1=CC=CC=C1)=O)C)=O 2-Phenylacetylalanine methyl ester